4-(2-(1,1-dioxido-4-oxo-5-(2,4,6-trichlorophenyl)-1,2,5-thiadiazolidin-2-yl)acetamido)adamantane-1-carboxamide O=S1(N(CC(N1C1=C(C=C(C=C1Cl)Cl)Cl)=O)CC(=O)NC1C2CC3(CC(CC1C3)C2)C(=O)N)=O